FC([C@@H]1[C@@](CN(CC1)C)(C(=O)OC)C)F methyl (3S,4S)-4-(difluoromethyl)-1,3-dimethylpiperidine-3-carboxylate